2,2-dihydroxymethylpentanol OCC(CO)(CCC)CO